S(=O)(=O)(OCCCCCCCCCCCC)[O-].[K+].[Mg+2].C(CCCCCCCCCCC)OS(=O)(=O)[O-].C(CCCCCCCCCCC)OS(=O)(=O)[O-] magnesium potassium lauryl sulfate